(S)-3-(3-fluoro-4-(6-(2-cyclopropyl-2H-tetrazol-5-yl)pyridin-3-yl)phenyl)-5-(1-hydroxypropyl)oxazolidin-2-one FC=1C=C(C=CC1C=1C=NC(=CC1)C=1N=NN(N1)C1CC1)N1C(O[C@@H](C1)C(CC)O)=O